2-chloro-3-(cyanomethyl)benzoic acid ClC1=C(C(=O)O)C=CC=C1CC#N